tert-butyl 4-(2-fluoro-4-(methylcarbamoyl) phenyl)piperazine-1-carboxylate FC1=C(C=CC(=C1)C(NC)=O)N1CCN(CC1)C(=O)OC(C)(C)C